F[B-](F)(F)F.C1(=CC=C(C=C1)C1=[O+]C(=CC(=C1)C1=CC=C(C=C1)C)C1=CC=C(C=C1)C)C 2,4,6-tri-p-tolyl-pyrylium tetrafluoroborate